S1C2=C(C=C1C(=O)N[C@@H](C(=O)O)CC1=CC=C(C=C1)O)C=CC=C2 (R)-2-(benzo[b]thiophene-2-carboxamido)-3-(4-hydroxyphenyl)propanoic acid